O=C1NC(CCC1N1CC2=CC=C(C=C2C1=O)OC(C(=O)N)CCC)=O ((2-(2,6-dioxopiperidin-3-yl)-3-oxoisoindolin-5-yl)oxy)pentanamide